CS(=O)(=O)C1=CC=C(C=C1)C1=NC2=C(N1)C=CC=C2 2-(4-(methylsulfonyl)phenyl)-1H-benzo[d]imidazole